[6-[[5-(difluoromethyl)thiazol-2-yl]methyl]-2,6-diazaspiro[3.3]heptan-2-yl]-[6-[3-(trifluoromethyl)-1,2,4-triazol-1-yl]-2-azaspiro[3.3]heptan-2-yl]methanone FC(C1=CN=C(S1)CN1CC2(CN(C2)C(=O)N2CC3(C2)CC(C3)N3N=C(N=C3)C(F)(F)F)C1)F